Pyridine-4-carboxamide acetate C(C)(=O)O.N1=CC=C(C=C1)C(=O)N